C(C1=CC=CC=C1)N1C[C@@H]2N(C=3N=CC=C(C3CC2)NC(=O)N2CCCC2)CC1 (R)-N-(8-benzyl-6,6a,7,8,9,10-hexahydro-5H-pyrazino[1,2-a][1,8]naphthyridin-4-yl)pyrrolidine-1-carboxamide